N-(1-(2-(Cyclopropancarboxamido)pyridin-4-yl)-1H-indol-4-yl)-2,3-difluoroisonicotinamid C1(CC1)C(=O)NC1=NC=CC(=C1)N1C=CC2=C(C=CC=C12)NC(C1=C(C(=NC=C1)F)F)=O